CC1=NN(C=C1NC1=NC=C(C(=N1)NCCCN1CCOCCC1=O)C(F)(F)F)[C@@H]1CN(CC1)C (S)-4-(3-((2-((3-methyl-1-(1-methylpyrrolidin-3-yl)-1H-pyrazol-4-yl)amino)-5-(trifluoromethyl)pyrimidin-4-yl)amino)propyl)-1,4-oxazepan-5-one